(E)-3-((2-(4-fluorophenyl)hydrazineylidene)methyl)-1H-indol-4-ol FC1=CC=C(C=C1)N\N=C\C1=CNC=2C=CC=C(C12)O